C(#C)C1=CC=C(S1)CN1CCOCC1 4-((5-ethynylthiophen-2-yl)methyl)morpholine